2-(4-tert-butylphenoxy)cyclohexyl-sulfurous acid C(C)(C)(C)C1=CC=C(OC2C(CCCC2)S(O)(O)=O)C=C1